ClC1=CC=C(OCC2=NN=C(O2)[C@@H]2CC[C@H](CC2)NC(=O)C2=NC=C(N=C2)C(F)F)C=C1 trans-N-(4-(5-((4-chlorophenoxy)methyl)-1,3,4-oxadiazol-2-yl)cyclohexyl)-5-(difluoromethyl)pyrazine-2-carboxamide